tert-butyl 7-[4-({3-cyano-6-[(3R)-3-(3-methyl-2-oxoimidazol-1-yl) piperidin-1-yl] pyrazin-2-yl} amino) phenyl]-2,7-diazaspiro[3.5]nonane-2-carboxylate C(#N)C=1C(=NC(=CN1)N1C[C@@H](CCC1)N1C(N(C=C1)C)=O)NC1=CC=C(C=C1)N1CCC2(CN(C2)C(=O)OC(C)(C)C)CC1